CN(CCC/C(=C/CCC(=O)OC(CCCCCCC)CCCCCCC)/CCCC(=O)OC(CCC1=CC=C(C=C1)C)CCC1=CC=C(C=C1)C)C 9-(1,5-di-p-tolylpentan-3-yl) 1-(pentadecan-8-yl) (E)-5-(3-(dimethylamino)propyl)non-4-enedioate